tert-butyl 2-((1-(2-(4-fluorophenyl)-3,7-dimethyl-4-oxo-4H-pyrido[1,2-a]pyrimidin-9-yl)ethyl)amino)benzoate FC1=CC=C(C=C1)C=1N=C2N(C(C1C)=O)C=C(C=C2C(C)NC2=C(C(=O)OC(C)(C)C)C=CC=C2)C